(1r,4r)-2'-(1-benzofuran-6-yl)-4-(3-chloroanilino)-2',3'-dihydrospiro[cyclohexane-1,1'-indene]-4-carboxylic acid O1C=CC2=C1C=C(C=C2)C2C1(C3=CC=CC=C3C2)CCC(CC1)(C(=O)O)NC1=CC(=CC=C1)Cl